5-ethynyl-2-(3-((cis-3-hydroxyl-3-methylcyclobutyl)amino)-5-methyl-1,2,4-triazin-6-yl)phenol C(#C)C=1C=CC(=C(C1)O)C1=C(N=C(N=N1)NC1CC(C1)(C)O)C